2-(2-chlorophenyl)-N-(1-(4-fluorophenoxy)-5-sulfamoylisoquinolin-7-yl)acetamide ClC1=C(C=CC=C1)CC(=O)NC1=CC(=C2C=CN=C(C2=C1)OC1=CC=C(C=C1)F)S(N)(=O)=O